{[(4-chlorophenyl)methyl]amino}-N-[4-({[3-(methylethyl)cyclobutyl]carbonylamino}methyl)phenyl]carboxamide ClC1=CC=C(C=C1)CNC(=O)NC1=CC=C(C=C1)CNC(=O)C1CC(C1)C(C)C